1-(4-(Bromomethyl)-phenyl)-2-methylpropan-2-ol BrCC1=CC=C(C=C1)CC(C)(O)C